1-(2,6-dimethylphenyl)-3-(pyrrolidin-1-yl)piperidin-2-one CC1=C(C(=CC=C1)C)N1C(C(CCC1)N1CCCC1)=O